rac-N-(1-(tert-butyl)-3-((1S,3R,4S)-3-((tertbutyldimethylsilyl)oxy)-4-fluorocyclopentyl)-1H-pyrazol-5-yl)-2-(methoxymethyl)pyrazolo[1,5-a]pyrazin-4-amine C(C)(C)(C)N1N=C(C=C1NC=1C=2N(C=CN1)N=C(C2)COC)[C@H]2C[C@H]([C@H](C2)F)O[Si](C)(C)C(C)(C)C |r|